C(C)(C)(C)[Si](C)(C)OC[C@@H](CI)F (S)-tert-butyl-(2-fluoro-3-iodopropyloxy)dimethylsilane